ClC=1C=2N(C(=NC1N)C1=CC=C(C=C1)Cl)N=C(N2)C 8-chloro-5-(4-chlorophenyl)-2-methyl-[1,2,4]triazolo[1,5-c]pyrimidin-7-amine